NC1=NC=NC=2N(C3=C(C=CC=C3C21)OC)CC(=O)O 2-(4-amino-8-methoxy-9H-pyrimido[4,5-b]indol-9-yl)acetic acid